(1R,3R)-3-((R)-(5-fluoro-2-methoxyphenyl)(hydroxy)methyl)-6-(methoxycarbonyl)-7-methyl-6,7,8,9-tetrahydro-3H-imidazo[4,5-f]quinolin-1-carboxylic acid FC=1C=CC(=C(C1)[C@H](N1CN(C2=C3CCC(N(C3=CC=C21)C(=O)OC)C)C(=O)O)O)OC